ClC=1C(N(C(=CC1OC([2H])C1=NC=C(C=C1F)F)C)C1=CC(=NC=C1C)C(=O)[O-])=O (M)-3-chloro-4-((3,5-difluoropyridin-2-yl)methoxy-d)-5',6-dimethyl-2-oxo-2H-[1,4'-bipyridine]-2'-carboxylate